4-[4-chloro-1-(triphenylmethyl)-1H-pyrrolo[3,2-c]pyridin-3-yl]-2-methyl-6-{[6-(trifluoromethyl)pyridin-3-yl]oxy}pyridine ClC1=NC=CC2=C1C(=CN2C(C2=CC=CC=C2)(C2=CC=CC=C2)C2=CC=CC=C2)C2=CC(=NC(=C2)OC=2C=NC(=CC2)C(F)(F)F)C